N[C@H](C(=O)O)CC1=CC=C(C=C1)C=1C=NN(C1)CC(C)(C)O (S)-2-amino-3-(4-(1-(2-hydroxy-2-methylpropyl)-1H-pyrazol-4-yl)phenyl)propanoic acid